C(C1=CC=CC=C1)SC1=CC(=C(CNC2=C(C=NC3=CC(=C(C=C23)F)OC)NCC(=O)O)C(=C1)F)F (4-((4-(benzylthio)-2,6-difluorobenzyl)amino)-6-fluoro-7-methoxyquinolin-3-yl)glycine